3-(2-(2-azabicyclo[3.1.0]hexan-2-yl)ethyl)-6-fluoro-5-methoxy-1-methyl-1H-indazole fumarate C(\C=C\C(=O)O)(=O)O.C12N(CCC2C1)CCC1=NN(C2=CC(=C(C=C12)OC)F)C